3-(3-(1-(3-(2-cyanovinyl)cyclobutyl)-1H-pyrazol-4-yl)quinoxalin-6-yl)azetidine-1-carboxylic acid tert-butyl ester C(C)(C)(C)OC(=O)N1CC(C1)C=1C=C2N=C(C=NC2=CC1)C=1C=NN(C1)C1CC(C1)C=CC#N